N-cyclohexyl-1,1-bis(3-(tripropylsilyl)phenyl)phosphanamine C1(CCCCC1)NP(C1=CC(=CC=C1)[Si](CCC)(CCC)CCC)C1=CC(=CC=C1)[Si](CCC)(CCC)CCC